C(C=C)(=O)O.C(C=C)(=O)O.C(C=C)(=O)O.COCOC Methylal triacrylate